CC1(OC[C@@H](O1)[C@@H]1[C@@H]([C@@H]2[C@@H](OC(O2)(C)C)O1)O)C (3aR,5S,6S,6aR)-5-[(4R)-2,2-dimethyl-1,3-dioxolan-4-yl]-2,2-dimethyl-3a,5,6,6a-tetrahydrofuro[2,3-d][1,3]dioxol-6-ol